chlorobutene CCC=CCl